N-{(2S,3R)-2-[(2,3'-difluoro[1,1'-biphenyl]-3-yl)methyl]-4,4-difluoro-1-[(2R)-oxolane-2-carbonyl]pyrrolidin-3-yl}ethanesulfonamide FC1=C(C=CC=C1C[C@@H]1N(CC([C@@H]1NS(=O)(=O)CC)(F)F)C(=O)[C@@H]1OCCC1)C1=CC(=CC=C1)F